C[C@@H]1CN(CCN1)C(=O)NC1=NC(N(C=C1)C1=CC=C(CN2CCC(CC2)NC(OC(C)(C)C)=O)C=C1)=O tert-butyl (R)-(1-(4-(4-(3-methylpiperazine-1-carboxamido)-2-oxopyrimidin-1(2H)-yl)benzyl)piperidin-4-yl)carbamate